C1(=CC=CC=C1)[Si](C1=CC=CC=C1)(C1=CC=CC=C1)C1=C(C=CC=C1)C1=CC=CC=C1 (triphenylsilyl)-[1,1'-biphenyl]